bis(hydroxymethyl)-tricyclo[5.2.1.02,6]decane OCC12C3(CCC(C2CCC1)C3)CO